3-[3-[[ethyl(methyl)sulfamoyl]amino]-2,6-difluoro-benzoyl]-4-methyl-5-(2-piperazin-1-ylpyrimidin-5-yl)-1H-pyrrolo[2,3-b]pyridine C(C)N(S(=O)(=O)NC=1C(=C(C(=O)C2=CNC3=NC=C(C(=C32)C)C=3C=NC(=NC3)N3CCNCC3)C(=CC1)F)F)C